C(C(=C)C)(=O)ONC=O N-(methacryloyloxy)-formamide